C(C)(C)C=1C(=NNC1C=1C=C(C=2N(C1)N=CN2)C)CNC 1-(4-isopropyl-5-(8-methyl-[1,2,4]triazolo[1,5-a]pyridin-6-yl)-1H-pyrazol-3-yl)-N-methyl-methylamine